C(#N)C1=CC(=C(COC=2C=C(C=CC2)C2=CC(N(C=C2)CC2=NC3=C(N2CCOC)C=CC=C3)=O)C=C1)F 2-((4-(3-(4-Cyano-2-fluorobenzyloxy)phenyl)-2-oxopyridin-1(2H)-yl)methyl)-1-(2-methoxyethyl)-1H-benzo[d]imidazol